ClC=1C=CC2=C(C(=NCC(N2)=O)C2=C(C=CC(=C2)OC)Cl)C1 7-chloro-5-(2-chloro-5-methoxy-phenyl)-1,3-dihydro-1,4-benzodiazepin-2-one